C(=C)[Si](OC(C)=O)(OC(C)=O)OC(C)=O Vinyltri-acetoxysilan